4-(3,3-diethylpyrrolidin-1-yl)-2-(2,4-dimethoxypyrimidin-5-yl)pyrazolo[3,4-d]pyrimidine C(C)C1(CN(CC1)C=1C=2C(N=CN1)=NN(C2)C=2C(=NC(=NC2)OC)OC)CC